N1=CC=C(C=C1)CC(=O)NCC(=O)N 2-{[2-(pyridin-4-yl)acetyl]amino}acetamide